[5-(2,4-difluorophenyl)isoxazol-3-yl]-[(1R,4S)-1,4-dimethyl-4-(1-methylpyrazol-4-yl)-1,3-dihydroisoquinolin-2-yl]methanone FC1=C(C=CC(=C1)F)C1=CC(=NO1)C(=O)N1[C@@H](C2=CC=CC=C2[C@](C1)(C=1C=NN(C1)C)C)C